methylpyrimidine-2,4(1H,3H)-dione CN1C(NC(C=C1)=O)=O